3-(methylthio)-2-(p-tolyl)-3a,8a-dihydrofuro[2,3-b]benzofuran CSC1=C(OC2OC3=C(C21)C=CC=C3)C3=CC=C(C=C3)C